N1=CC=CC=2N(C=3C=CC=CC3C21)CC2=CC=C(C=C2)S(=O)(=O)N 4-((5H-pyrido[3,2-b]indol-5-yl)methyl)benzenesulfonamide